ClC=1C=NN(C(C1C1=CC(=CC=C1)F)=O)CC(=O)NC1=CC(=C(C=C1)C)S(N(C)C)(=O)=O 2-[4-chloro-5-(3-fluorophenyl)-6-oxo-pyridazin-1-yl]-N-[3-(dimethylsulfamoyl)-4-methyl-phenyl]acetamide